5-(2-hydroxyethyl)-3,4-dimethylthiazol-3-ium iodide [I-].OCCC1=C([N+](=CS1)C)C